C(C)[C@@H]1N(C[C@H](N(C1)C(C)C1=C(C2=C(N=C(S2)C)C=C1)F)CC)C=1C=2C(N(C(N1)=O)C)=CNN2 7-((2S,5R)-2,5-diethyl-4-(1-(7-fluoro-2-methylbenzo[d]thiazol-6-yl)ethyl)piperazin-1-yl)-4-methyl-2,4-dihydro-5H-pyrazolo[4,3-d]pyrimidin-5-one